NC[C@H]1NC([C@H](SCC1)C1=CC=C(OC2=CC=C(C#N)C=C2)C=C1)=O 4-[4-[(2R,5S)-5-(aminomethyl)-3-oxo-1,4-thiazepan-2-yl]phenoxy]benzonitrile